ClC=1C(=C(C=CC1)NN(C(C(=O)NC1=C(C(=O)O)C=CC=C1)CC1=CC=CC=C1)C(C=O)=O)F 2-(2-(((3-chloro-2-fluorophenyl)amino)-2-oxoacetylamino)-3-phenylpropionamido)benzoic acid